COC1=C(C=CC=C1)C1=C(C(=NN1C1=CC=CC=C1)C)C=O 5-(2-methoxyphenyl)-3-methyl-1-phenyl-1H-pyrazole-4-formaldehyde